O[C@H](COC=1C=C(C=2N(C1)N=CC2C#N)C=2C=NC(=CC2)N2CCNCC2)C (S)-6-(2-hydroxypropoxy)-4-(6-(piperazin-1-yl)pyridin-3-yl)pyrazolo[1,5-a]pyridine-3-carbonitrile